(1H-indol-3-yl)-6-(4-methylsulfonylphenyl)-3,4-dihydroisoquinoline-2(1H)-carboxamide N1C=C(C2=CC=CC=C12)C1N(CCC2=CC(=CC=C12)C1=CC=C(C=C1)S(=O)(=O)C)C(=O)N